Cl.C(CCCCCCCCC)SCCN 2-(n-decylthio)ethylamine HCl